C(C)(C)(C)OC(=O)C12CC(C1)(C2)CCC(=O)O 3-(3-(tert-butoxycarbonyl)bicyclo[1.1.1]pentan-1-yl)propanoic acid